(3S*,3aS*,6R*,7S*,7aS*)-N-benzyl-1-cyclohexyl-5-oxo-7-phenyl-octahydro-3aH-3,6-methanopyrrolo[3,2-b]pyridine-3a-carboxamide C(C1=CC=CC=C1)NC(=O)[C@@]12NC([C@H]3[C@H]([C@@H]1N(C[C@@H]2C3)C3CCCCC3)C3=CC=CC=C3)=O |o1:10,13,14,15,18|